COC1=C(C=CC=C1)C(CN1C(N(C(C2=C1SC(=C2C)C=2OC=CN2)=O)C2CC(C2)C(=O)O)=O)OC2CCOCC2 3-(1-(2-(2-methoxyphenyl)-2-((tetrahydro-2H-pyran-4-yl)oxy)ethyl)-5-methyl-6-(oxazol-2-yl)-2,4-dioxo-1,2-dihydrothieno[2,3-d]pyrimidin-3(4H)-yl)cyclobutanecarboxylic acid